(6-((2-amino-3-chloropyridin-4-yl)thio)-1,2,4-triazin-3-yl)-1,3-dihydrospiro[indene-2,4'-piperidin]-1-amine NC1=NC=CC(=C1Cl)SC1=CN=C(N=N1)N1CCC2(CC1)C(C1=CC=CC=C1C2)N